OCC1=CN=C(O1)C=1C(=C2C(=NC1)NC=C2)N[C@H]2CN(C[C@H](C2)C)C(CC#N)=O 3-((3R,5S)-3-((5-(5-(hydroxymethyl)oxazol-2-yl)-1H-pyrrolo[2,3-b]pyridin-4-yl)amino)-5-methylpiperidin-1-yl)-3-oxopropanenitrile